Cl.COC1CC(C1)N (1r,3r)-3-methoxycyclobutanamine hydrochloride